4-(3-(trans-4-(3-bromopropyl)cyclohexyl)-4,4-dimethyl-5-oxo-2-thioxoimidazolidin-1-yl)-2-(trifluoromethyl)benzonitrile BrCCC[C@@H]1CC[C@H](CC1)N1C(N(C(C1(C)C)=O)C1=CC(=C(C#N)C=C1)C(F)(F)F)=S